NC1=C(SC2=NC(=CN=C21)C)C(=O)N[C@@H]2CC=1C=CC(=NC1CC2)N2CC1CCC(C2)N1 7-amino-N-{(6S)-2-{3,8-diazabicyclo[3.2.1]octan-3-yl}-5,6,7,8-tetrahydroquinolin-6-yl}-3-methylthieno[2,3-b]pyrazine-6-carboxamide